3-(1-thioxo-4-((4-(4-(trifluoromethyl)phenyl)piperazin-1-yl)methyl)isoindolin-2-yl)piperidine-2,6-dione S=C1N(CC2=C(C=CC=C12)CN1CCN(CC1)C1=CC=C(C=C1)C(F)(F)F)C1C(NC(CC1)=O)=O